OC1=C(C=CC=C1)NC(C1=CC(=CC=C1)CNC1=CC2=C(NC(CO2)=O)C=C1)=O N-(2-Hydroxyphenyl)-3-{[(3-oxo-3,4-dihydro-2H-1,4-benzoxazin-7-yl)amino]methyl}benzamid